C(C=1C(C(=O)OCCCCCC)=CC=CC1)(=O)OCCCCCC din-hexyl phthalate